tert-butyl (2S,6R)-4-[5-fluoro-4-[(8-fluoro-2-methyl-imidazo[1,2-a]pyridin-6-yl)amino]quinazolin-7-yl]-2,6-dimethyl-piperazine-1-carboxylate FC1=C2C(=NC=NC2=CC(=C1)N1C[C@@H](N([C@@H](C1)C)C(=O)OC(C)(C)C)C)NC=1C=C(C=2N(C1)C=C(N2)C)F